FC1=C(C=CC=C1)N1CC(CC1)N(C1=C(C=CC=C1)NS(=O)(=O)C1=CC=C(C=C1)S(=O)(=O)N(C)C)C N1-(2-((1-(2-Fluorophenyl)pyrrolidin-3-yl)(meth-yl)amino)phenyl)-N4,N4-dimethylbenzene-1,4-disulfonamide